(4-hydroxy-4-methyl-pentyl)-3-cyclohexene-1-carbaldehyde OC(CCCC1(CC=CCC1)C=O)(C)C